ClC1=CN=C2N1C=C(C=N2)C=2C=CN1N=C(N=CC12)NC1CC2(COC2)C1 5-(3-chloroimidazo[1,2-a]pyrimidin-6-yl)-N-(2-oxaspiro[3.3]heptane-6-yl)pyrrolo[2,1-f][1,2,4]triazin-2-amine